ClC=1C(=C(C(=CC1)N1N=NN=C1)C1=CC(N2C(CC(C2=C1)C)C1=C(N=C(N1)C=1C=CC(=NC1F)NC(OC(C)(C)C)=O)F)=O)F Tert-butyl (5-(5-(7-(3-chloro-2-fluoro-6-(1H-tetrazol-1-yl)phenyl)-1-methyl-5-oxo-1,2,3,5-tetrahydroindolizin-3-yl)-4-fluoro-1H-imidazol-2-yl)-6-fluoropyridin-2-yl)carbamate